C[Si](C#CCCO)(C)C 4-trimethylsilylbut-3-yn-1-ol